FC(C=1N=C2N(C(C1C=1C=NC(=CC1)OCC(F)(F)F)=O)C=CC(=C2)OC)F 2-(difluoromethyl)-8-methoxy-3-(6-(2,2,2-trifluoroethoxy)-3-pyridinyl)-4H-pyrido[1,2-a]pyrimidin-4-one